ClC=1C=C(C=CC1Cl)C=1OC(=CN1)CNC1=C2C(N(C(C2=CC=C1)=O)C1C(NC(CC1)=O)=O)=O 4-(((2-(3,4-Dichlorophenyl)oxazol-5-yl)methyl)amino)-2-(2,6-Dioxopiperidin-3-yl)isoindolin-1,3-dione